(3-(1,1-difluoroethyl)quinoxalin-6-yl)ethan-1-ol FC(C)(F)C=1C=NC2=CC=C(C=C2N1)C(C)O